O=C1N(CC2=C3C(=CC=C12)C1(CCNCC1)C(O3)([2H])[2H])[C@@H]3C(NC(CC3)=O)=O (S)-3-(6-oxo-6,8-dihydro-2H,7H-spiro[furo[2,3-e]isoindol-3,4'-piperidin]-7-yl-2,2-d2)piperidine-2,6-dione